O=C1O[C@]2(CN1CC=1SC=C(N1)C1=CC=CC=C1)C[C@H](CCC2)CN2C=NC1=C2C=C(C=C1)C#N 1-({(5s,7s)-2-oxo-3-[(4-phenyl-1,3-thiazol-2-yl)methyl]-1-oxa-3-azaspiro[4.5]dec-7-yl}methyl)-1H-benzimidazole-6-carbonitrile